2-chloro-5-(((3,5-dimethoxyphenyl)amino)methyl)-N-(4-nitrophenethyl)pyrimidin-4-amine ClC1=NC=C(C(=N1)NCCC1=CC=C(C=C1)[N+](=O)[O-])CNC1=CC(=CC(=C1)OC)OC